ethyl 3-(3-(1-(5-(2-fluoro-5-((6-fluoro-4-(methylsulfonyl)-1-tosyl-1H-indol-5-yl)oxy)phenyl)-1H-pyrazol-1-yl)ethyl)phenyl)propanoate FC1=C(C=C(C=C1)OC=1C(=C2C=CN(C2=CC1F)S(=O)(=O)C1=CC=C(C)C=C1)S(=O)(=O)C)C1=CC=NN1C(C)C=1C=C(C=CC1)CCC(=O)OCC